FC=1C(=NC(=NC1)N)C=1C=C(C2=C(N(C(=N2)C)CC(C)C)C1)F 5-fluoro-4-(4-fluoro-1-isobutyl-2-methyl-1H-benzo[d]imidazol-6-yl)pyrimidin-2-amine